3-(9-((4-(aminomethyl)-2,6-dimethylphenyl)carbamoyl)-4,5-dihydrobenzo[b]thieno[2,3-d]oxepin-8-yl)-6-((carboxymethyl)carbamoyl)picolinic acid NCC1=CC(=C(C(=C1)C)NC(=O)C1=CC2=C(OCCC3=C2SC=C3)C=C1C=1C(=NC(=CC1)C(NCC(=O)O)=O)C(=O)O)C